3-((S)-2-hydroxy-3-((R)-8-(5-(trifluoromethyl)pyrazin-2-yl)-1-oxa-8-azaspiro[4.5]decan-3-ylamino)propoxy)-N-methylbenzenesulfonamide O[C@H](COC=1C=C(C=CC1)S(=O)(=O)NC)CN[C@H]1COC2(C1)CCN(CC2)C2=NC=C(N=C2)C(F)(F)F